C1(=CC=CC2=CC=CC=C12)N(C1=CC=C(C2=CC=C(N(C3=CC=CC=C3)C3=CC=CC4=CC=CC=C34)C=C2)C=C1)C1=CC=CC=C1 dinaphthyl-N,N'-diphenyl-benzidine